N-(phenylsulfonyl)-6-[3-(3,3-dicyclopropylpropyloxy)pyrazol-1-yl]-2-[(4S)-2,2,4-trimethylpyrrolidin-1-yl]Pyridine-3-carboxamide C1(=CC=CC=C1)S(=O)(=O)NC(=O)C=1C(=NC(=CC1)N1N=C(C=C1)OCCC(C1CC1)C1CC1)N1C(C[C@@H](C1)C)(C)C